8-(4-fluoro-6-methoxybenzo[d]thiazol-2-yl)-2,3,6-trimethylquinazolin-4(3H)-one FC1=CC(=CC2=C1N=C(S2)C=2C=C(C=C1C(N(C(=NC21)C)C)=O)C)OC